COC=1C=C2C(=CNC2=CC1OC)C[C@@H]1N(CCC1)C([2H])([2H])[2H] (R)-5,6-dimethoxy-3-((1-(methyl-d3)pyrrolidin-2-yl)methyl)-1H-indole